tert-butyl 4-(4-ethynylbenzoylamino)-4-methylpiperidine-1-carboxylate C(#C)C1=CC=C(C(=O)NC2(CCN(CC2)C(=O)OC(C)(C)C)C)C=C1